C(C1=CC=CC=C1)OC1=C(N=CC2=C(C=CC=C12)C1=CC(=CC=C1)Cl)C(=O)OC methyl 4-(benzyloxy)-8-(3-chlorophenyl)isoquinoline-3-carboxylate